C1(CC1)[C@H](C)N1C(C2=CC=C(C=C2C1)C1=CC(=NC=C1)C1=NN=C(N1)C)=O (S)-2-(1-Cyclopropyl-ethyl)-5-(2-(5-methyl-4H-1,2,4-triazol-3-yl)pyridin-4-yl)isoindolin-1-one